CCCC(O)(O)O 3-methyl-propanetriol